The molecule is a cyclohexenecarboxylic acid that is cyclohex-1-ene-1-carboxylic acid which is substituted at positions 3, 4, and 5 by pentan-3-yloxy, acetamido, and amino groups, respectively (the 3R,4R,5S enantiomer). An antiviral drug, it is used as the corresponding ethyl ester prodrug, oseltamivir, to slow the spread of influenza. It has a role as an antiviral drug, an EC 3.2.1.18 (exo-alpha-sialidase) inhibitor and a marine xenobiotic metabolite. It is a cyclohexenecarboxylic acid, an acetate ester, an amino acid and a primary amino compound. CCC(CC)O[C@@H]1C=C(C[C@@H]([C@H]1NC(=O)C)N)C(=O)O